C(C)OC[C@H](C(C)C)N1C(=NC=2C(=NC=3C=CC=CC3C21)N)C 1-[(1S)-1-(ethoxymethyl)-2-methyl-propyl]-2-methyl-imidazo[4,5-c]quinolin-4-amine